5-cyano-N-(2,2,2-trifluoro-1-(m-tolyl)ethyl)pyridine-3-sulfonamide C(#N)C=1C=C(C=NC1)S(=O)(=O)NC(C(F)(F)F)C=1C=C(C=CC1)C